1,2-bis(3-bromo-4-fluorophenyl)dithiolane BrC=1C=C(C=CC1F)S1S(CCC1)C1=CC(=C(C=C1)F)Br